5-chloro-8-(2-(difluoromethyl)pyridin-4-yl)-2-methylimidazo[1,2-a]pyridine ClC1=CC=C(C=2N1C=C(N2)C)C2=CC(=NC=C2)C(F)F